N1C(=CC=C1)CCC(=O)O β-azolyl-propanoic acid